N-cyclopropyl-6-[6-(deutero)meth-oxy-5-{[(1R)-1-[3-(trifluorometh-yl)phenyl]ethyl]carbamoyl}pyridin-3-yl]-1H-indazole-3-carboxamide C1(CC1)NC(=O)C1=NNC2=CC(=CC=C12)C=1C=NC(=C(C1)C(N[C@H](C)C1=CC(=CC=C1)C(F)(F)F)=O)OC[2H]